CC=1C=CC=2C(C3=CC=C(C=C3SC2C1)C)NC(=O)C=1C(NC(=C(C1)C1=CC=CC=C1)C(F)(F)F)=O N-(3,6-dimethyl-9H-thioxanthen-9-yl)-2-oxo-5-phenyl-6-(trifluoromethyl)-1,2-dihydropyridine-3-carboxamide